trans-tert-Butyl N-[1-[(6S)-6-[3-amino-6-methylthieno[2,3-b]pyridine-2-amido]-5,6,7,8-tetrahydroquinolin-2-yl]-4-(2-methoxyethoxy)pyrrolidin-3-yl]carbamate NC1=C(SC2=NC(=CC=C21)C)C(=O)N[C@@H]2CC=1C=CC(=NC1CC2)N2C[C@H]([C@@H](C2)OCCOC)NC(OC(C)(C)C)=O